[N-]=C=O.CN1N=C2N=C(N=C(C2=C1)SCC(=O)C1=CC=C(S1)CNC(=O)C1CC1)C(F)(F)F N-((5-(2-((2-methyl-6-(trifluoromethyl)-2H-pyrazolo[3,4-d]pyrimidin-4-yl)thio)acetyl)thiophen-2-yl)methyl)cyclopropanecarboxamide isocyanate